chloro-N-(3'-fluoro-4'-(methylsulfonyl)-[1,1'-biphenyl]-3-yl)-N-methyl-[1,2,4]triazolo[4,3-a]quinazolin-5-amine ClC1=NN=C2N1C1=CC=CC=C1C(=N2)N(C)C=2C=C(C=CC2)C2=CC(=C(C=C2)S(=O)(=O)C)F